1-(9Z-octadecenoyl)-2-(8Z,11Z,14Z-eicosatrienoyl)-glycero-3-phospho-(1'-sn-glycerol) CCCCCCCC/C=C\CCCCCCCC(=O)OC[C@H](COP(=O)(O)OC[C@H](CO)O)OC(=O)CCCCCC/C=C\C/C=C\C/C=C\CCCCC